COC1=CC=C(CN(C2=NC=NN3C2=NC=C3C(=O)NC3=C(C=CC(=C3)[N+](=O)[O-])C)CC3=CC=C(C=C3)OC)C=C1 4-(bis(4-methoxybenzyl)amino)-N-(2-methyl-5-nitrophenyl)imidazo[2,1-f][1,2,4]triazine-7-carboxamide